CC1=C(C=CC(=C1C=1N=CN(C1)C)NCC1=NC=C(C=C1)C(F)(F)F)S(=O)(=O)N methyl-3-(1-methylimidazol-4-yl)-4-[[5-(trifluoromethyl)-2-pyridyl]methylamino]benzenesulfonamide